NCC1=CC(=CC(=N1)N1C2CN(CC1CC2)C(=O)C2=C(C=C(C=C2)F)Cl)S(=O)(=O)[C@@H](CC)C |r| [8-[6-(aminomethyl)-4-[rac-(1R)-1-methylpropyl]sulfonyl-2-pyridyl]-3,8-diazabicyclo[3.2.1]octan-3-yl]-(2-chloro-4-fluoro-phenyl)methanone